2-(Methoxymethyl)-6-morpholinopyrido[3,4-d]pyrimidin-4-yl 2,4,6-triisopropylbenzenesulfonate C(C)(C)C1=C(C(=CC(=C1)C(C)C)C(C)C)S(=O)(=O)OC=1C2=C(N=C(N1)COC)C=NC(=C2)N2CCOCC2